(S)-N-(1-(5-(7-(ethylamino)quinoxalin-5-yl)pyridin-2-yl)pyrrolidin-3-yl)-2-fluorobenzamide C(C)NC1=CC(=C2N=CC=NC2=C1)C=1C=CC(=NC1)N1C[C@H](CC1)NC(C1=C(C=CC=C1)F)=O